5-(4-chlorobenzyl)-8-isopropyl-2-(6-methylpyridazin-3-yl)-2,5,8-triazaspiro[3.5]nonane-6,9-dione ClC1=CC=C(CN2C3(CN(C3)C=3N=NC(=CC3)C)C(N(CC2=O)C(C)C)=O)C=C1